(3R,4r,5S)-1-{[2-(difluoromethoxy)-4-nitrophenyl]methyl}-3,5-dimethylpiperidin-4-ol FC(OC1=C(C=CC(=C1)[N+](=O)[O-])CN1C[C@H](C([C@H](C1)C)O)C)F